(1-(4-((2-amino-4-(pentylamino)-5H-pyrrolo[3,2-d]pyrimidin-5-yl)methyl)-3-methoxybenzyl)azetidin-3-yl)carbamic acid tert-butyl ester C(C)(C)(C)OC(NC1CN(C1)CC1=CC(=C(C=C1)CN1C=CC=2N=C(N=C(C21)NCCCCC)N)OC)=O